ClCC1=C(C(=C(C(=C1C)CCl)C)CCl)C 2,4,6-tris(chloromethyl)-1,3,5-trimethylbenzene